C(CCC)S(=O)(=N)CC[C@@H](C#N)NC(OC(C)(C)C)=O tert-butyl ((1S)-3-(butylsulfonimidoyl)-1-cyanopropyl)carbamate